BrC=1C=C2C(=NNC2=NC1)C1=CN=NC=C1 5-bromo-3-(pyridazin-4-yl)-1H-7-azaindazole